OC(=O)C(F)(F)F.N1(CCNCC1)C1=CC2=C(NC(O2)=O)C=C1 6-(piperazin-1-yl)benzo[d]oxazol-2(3H)-one TFA salt